hydroxyisonicotinic acid OC1=C(C(=O)O)C=CN=C1